4-[[1-(4-chloro-2-fluoro-phenyl)-3,4-dihydro-2H-quinolin-5-yl]methyl]-3-fluoro-N-(methylsulfaniosulfonyl)pyridin-2-amine ClC1=CC(=C(C=C1)N1CCCC2=C(C=CC=C12)CC1=C(C(=NC=C1)NS(=O)(=O)[SH+]C)F)F